O1[C@H](COC2=C1C=CC=C2)C2=CC=C(CN([C@@H]1[C@@H](CCCC1)O)C)C=C2 (1R,2S)-2-[{4-[(2S)-2,3-dihydro-1,4-benzodioxin-2-yl]benzyl}(methyl)amino]cyclohexanol